1,2-dimethylpentane CCC(CCC)C